1-(2-hydroxy-5-(3-hydroxy-3-methylbut-1-en-1-yl)-4-methoxyphenyl)ethan-1-one OC1=C(C=C(C(=C1)OC)C=CC(C)(C)O)C(C)=O